CC1=C(C(=CC=C1)C)C=1N=C2NS(C3=CC=CC(NC([C@H]4CNC[C@H](OC(C1)=N2)C4)=O)=C3)(=O)=O (3R,7R)-19-(2,6-dimethylphenyl)-2-oxa-15λ6-thia-5,9,16,18,21-pentaazatetracyclo[15.3.1.13,7.110,14]tricosa-1(21),10(22),11,13,17,19-hexaene-8,15,15-trione